(3R)-3-ethylpiperazine-1-carboxylate C(C)[C@@H]1CN(CCN1)C(=O)[O-]